1-(2-chloro-4-((5-(3-(pyrrolidin-1-yl)propoxy)-2,3-dihydro-[1,4]dioxino[2,3-f]quinazolin-10-yl)oxy)phenyl)-3-cyclopropylurea ClC1=C(C=CC(=C1)OC1=NC=NC2=CC(=C3C(=C12)OCCO3)OCCCN3CCCC3)NC(=O)NC3CC3